OCC=1C=C(C=CC1)C=1C=CC=2N(C1)N=NC2C(=O)NC=2C(=NC=C(C2)NC(CN2[C@H](CCC2)C)=O)C 6-[3-(hydroxymethyl)phenyl]-N-[2-methyl-5-[[2-[(2S)-2-methylpyrrolidin-1-yl]acetyl]amino]-3-pyridyl]triazolo[1,5-a]pyridine-3-carboxamide